(3,6-di-tert-butyl-9H-carbazol-9-yl)-3'-fluoro-5-(2,4,4-trimethylpentan-2-yl)-[1,1'-biphenyl]-2-ol C(C)(C)(C)C=1C=CC=2N(C3=CC=C(C=C3C2C1)C(C)(C)C)C1=C(C(=CC(=C1)C(C)(CC(C)(C)C)C)C1=CC(=CC=C1)F)O